ClC1=C([C@@H](N)C(=O)O)C=C(C=C1)O |r| (RS)-2-Chloro-5-hydroxyphenylglycine